ClC=1N=C(C2=C(N1)CNCC2)C 2-chloro-4-methyl-5,6,7,8-tetrahydropyrido[3,4-d]pyrimidine